[bis(trifluoromethanesulfonyl)amino]dimethyl-Chlorosilane FC(S(=O)(=O)N(S(=O)(=O)C(F)(F)F)[Si](Cl)(C)C)(F)F